5-((4-(((S)-2-hydroxy-1-phenylethyl)amino)-5-(5-(pyridin-3-yl)-1,3,4-oxadiazol-2-yl)pyridin-2-yl)amino)-3-methylisoindolin-1-one OC[C@H](C1=CC=CC=C1)NC1=CC(=NC=C1C=1OC(=NN1)C=1C=NC=CC1)NC=1C=C2C(NC(C2=CC1)=O)C